7-bromo-5-fluoro-3H-quinazolin-4-one BrC1=CC(=C2C(NC=NC2=C1)=O)F